FC1=C(C(=CC=C1)F)CN1C=NN(C1=O)C1=CC(=C(OC2=C(N=C(S2)C#N)C)C=C1)F 5-[4-[4-[(2,6-difluorophenyl)methyl]-5-oxo-1,2,4-triazol-1-yl]-2-fluoro-phenoxy]-4-methyl-thiazole-2-carbonitrile